1-(2-((2,5-dichloropyrimidin-4-yl)amino)phenyl)phosphonane monooxide ClC1=NC=C(C(=N1)NC1=C(C=CC=C1)P1(CCCCCCCC1)=O)Cl